(2S,3S)-1-benzyl 2-methyl 3-allyl-3-methyl-4-oxopyrrolidine-1,2-dicarboxylate C(C=C)[C@]1([C@H](N(CC1=O)C(=O)OCC1=CC=CC=C1)C(=O)OC)C